4,4'-bisphenylbenzophenone C1(=CC=CC=C1)C1=CC=C(C(=O)C2=CC=C(C=C2)C2=CC=CC=C2)C=C1